N-(2-(2-ethoxyethoxy)ethyl)aniline C(C)OCCOCCNC1=CC=CC=C1